C(C=C)(=O)N1C[C@@H](N(CC1)C=1C2=C(N(C(N1)=O)C1=C(C=CC=C1S(=O)(=O)C)C)N=C(C(=C2)F)C2=C(C=CC=C2F)C(F)F)C 4-((S)-4-propenoyl-2-methylpiperazin-1-yl)-7-(2-(difluoromethyl)-6-fluorophenyl)-6-fluoro-1-(2-methyl-6-(methylsulfonyl)phenyl)pyrido[2,3-d]pyrimidin-2(1H)-one